C1(CCC1)C=1C(=NN(C1NC(CC1(CC1)C(F)(F)F)=O)C)C(C1=CC=C(C=C1)F)(F)F N-(4-cyclobutyl-3-(difluoro(4-fluorophenyl)methyl)-1-methyl-1H-pyrazol-5-yl)-2-(1-(trifluoromethyl)cyclopropyl)acetamide